1-[(1R)-6-bromo-1,2,3,4-tetrahydronaphthalen-1-yl]-4-{[(4S)-2,2-dimethyl-1,3-dioxolan-4-yl]methyl}piperazine BrC=1C=C2CCC[C@H](C2=CC1)N1CCN(CC1)C[C@@H]1OC(OC1)(C)C